butyl N-[(3S)-1-(6-nitropyridin-3-yl)piperidin-3-yl]carbamate [N+](=O)([O-])C1=CC=C(C=N1)N1C[C@H](CCC1)NC(OCCCC)=O